C(CC)[NH2+]CCC din-propylammonium